ethyl 2-bromo-2-(5-chloro-3-(cyclopropylmethyl)-2-methoxyphenyl)acetate BrC(C(=O)OCC)C1=C(C(=CC(=C1)Cl)CC1CC1)OC